FC1=CC=C(C=C1)C=1N=CN(C1C1=CC=NC=C1)CC(=O)N1CCOCC1 4-[4-(4-fluorophenyl)-1-[2-(morpholin-4-yl)-2-oxoethyl]-1H-imidazol-5-yl]Pyridine